C(CCCC)OC(CCCCCCCN(CCCCCCCCCCCCCC)CCC1CN(CC1)C(CN(CCCCCCCCC)CCN(CCCCCCCCC)CCCCCCCCC)=O)=O Pentyl-8-((2-(1-(N-(2-(dinonylamino)ethyl)-N-nonylglycyl)pyrrolidin-3-yl)ethyl)(tetradecyl)amino)octanoate